5-methyl-5-methylpyrazolin CC1(C=CNN1)C